N-(2-fluoro-4-((1S,2S)-2-(pyridin-3-yl)cyclopropane-1-carboxamido)benzyl)-4-(piperazin-1-yl)benzamide FC1=C(CNC(C2=CC=C(C=C2)N2CCNCC2)=O)C=CC(=C1)NC(=O)[C@@H]1[C@H](C1)C=1C=NC=CC1